(S)-3-amino-5-bromo-4-(3-((tert-butyldimethylsilyl)oxy)piperidin-1-yl)benzoic acid methyl ester COC(C1=CC(=C(C(=C1)Br)N1C[C@H](CCC1)O[Si](C)(C)C(C)(C)C)N)=O